N-(4-((R*)-2-(5-chloro-2-fluorophenyl)propyl)-6-(((R)-1-hydroxy-4-methylpentan-2-yl)amino)-1,3,5-triazin-2-yl)methanesulfonamide ClC=1C=CC(=C(C1)[C@@H](CC1=NC(=NC(=N1)N[C@@H](CO)CC(C)C)NS(=O)(=O)C)C)F |o1:7|